BrC1=C(C=CC=C1)[C@H]1C2=C(CN(C1)C(=O)OC(C)(C)C)SC(=C2)C#N tert-butyl (R)-4-(2-bromophenyl)-2-cyano-4,7-dihydrothieno[2,3-c]pyridine-6(5H)-carboxylate